1-ethyl-3-(1,4-dioxaspiro[4.5]dec-7-en-8-yl)-1H-pyrazole C(C)N1N=C(C=C1)C1=CCC2(OCCO2)CC1